C(C)(C)C1=C(N=NC(=C1)O)O 4-isopropylpyridazine-3,6-diol